BrC1=CC(=C(C(=O)O)C=C1)C1(CCC1)C#N 4-bromo-2-(1-cyanocyclobutyl)benzoic acid